2-[(3R,5S)-1-benzyl-4,4-difluoro-5-methyl-3-piperidinyl]ethanol tert-butyl-((8-acetyl-6-cyclopropylimidazo[1,2-a]pyridin-2-yl)methyl)carbamate C(C)(C)(C)N(C(=O)OCC[C@@H]1CN(C[C@@H](C1(F)F)C)CC1=CC=CC=C1)CC=1N=C2N(C=C(C=C2C(C)=O)C2CC2)C1